Carbobenzyloxyvalylglycylglycine benzyl ester C(C1=CC=CC=C1)OC(CNC(CNC([C@@H](NC(=O)OCC1=CC=CC=C1)C(C)C)=O)=O)=O